OC=1C=C2C=CC(=CC2=CC1)C1(C2=C(C=CC=C2C=2C=CC=C(C12)C1=CC=C2C=CC3=CC=CC4=CC=C1C2=C34)C3=CC=C4C=CC2=CC=CC1=CC=C3C4=C21)C2=CC1=CC=C(C=C1C=C2)O 9,9-bis(6-hydroxy-2-naphthyl)-1,8-Di(1-pyrenyl)fluorene